dimethyl-1-(1-(tert-butoxycarbonyl)-7-methylazepin-3-yl)-3-methoxy-4-carbonyl-1,4-dihydropyridine-2,5-dicarboxylic acid COC(=O)C=1C(C(=C(N(C1)C1=CN(C(=CC=C1)C)C(=O)OC(C)(C)C)C(=O)OC)OC)=C=O